1-isopropyl-6-(2-m-tolylpyridin-3-yl)-1H-benzo[d]imidazole C(C)(C)N1C=NC2=C1C=C(C=C2)C=2C(=NC=CC2)C=2C=C(C=CC2)C